C(C)(C)OC(=O)N1CCN(CC1)C1=NC=2N(C=C1)N=CC2C2=CN=NC=C2 4-(3-(pyridazin-4-yl)pyrazolo[1,5-a]pyrimidin-5-yl)piperazine-1-carboxylic acid isopropyl ester